O1C(C=C2C1CCCC2)=O 5,6,7,7a-tetrahydro-2(4H)-Benzofuranone